4-(2-(7,8-dimethyl-[1,2,4]triazolo[1,5-a]pyridin-6-yl)-3-isopropyl-1H-indol-5-yl)piperidine-1-carboxylate CC1=C(C=2N(C=C1C=1NC3=CC=C(C=C3C1C(C)C)C1CCN(CC1)C(=O)[O-])N=CN2)C